FCCN1C(N(C(C(=C1)C(=O)N)=O)C1=CC=C(C=C1)F)=O 1-(2-fluoroethyl)-3-(4-fluorophenyl)-2,4-dioxo-1,2,3,4-tetrahydropyrimidine-5-carboxamide